N1(N=CC=C1)CC1=CC2=C(C(=NO2)NS(=O)(=O)C=2C(=NC(=CC2OC)C)OC)C(=C1)OC N-(6-((1H-pyrazol-1-yl)methyl)-4-methoxybenzo[d]isoxazol-3-yl)-2,4-dimethoxy-6-methylpyridine-3-sulfonamide